diethyl ((S,E)-4-((S)-2-((tert-butoxycarbonyl) amino)-N,3,3-trimethylbutanamido)-2,5-dimethylhex-2-enoyl)-D-glutamate C(C)(C)(C)OC(=O)N[C@H](C(=O)N(C)[C@H](/C=C(/C(=O)N[C@H](CCC(=O)OCC)C(=O)OCC)\C)C(C)C)C(C)(C)C